C(#N)C1=C(C=C(C=O)C=C1)OC 4-CYANO-3-METHOXY-BENZALDEHYDE